1-(1-hydroxypropan-2-yl)-1H-pyrazol OCC(C)N1N=CC=C1